NC=1C(=C(C=CC1)C1=NC=C(C=N1)P(C)(C)=O)OC (2-(3-amino-2-methoxyphenyl)pyrimidin-5-yl)dimethylphosphine oxide